ClC=1C=C2CN(C(NC2=CC1OCC(F)F)=O)C1=CC2=CN(N=C2C=C1)C 6-chloro-7-(2,2-difluoroethoxy)-3-(2-methyl-2H-indazol-5-yl)-1,2,3,4-tetrahydroquinazolin-2-one